N1(N=CC=C1)C1=CC=C(C=C1)C=1OC(=C(N1)CN1CCC(CC1)C1=CC=C(C=C1)OC(F)(F)F)C 2-(4-(1H-pyrazol-1-yl)phenyl)-5-methyl-4-((4-(4-(trifluoromethoxy)phenyl)piperidin-1-yl)methyl)oxazole